FC=1C(=NC(=NC1)NC1CCN(CC1)S(=O)(=O)C)C1=C(N=C(S1)C1COC1)C(F)(F)F 5-fluoro-N-(1-methylsulfonyl-4-piperidyl)-4-[2-(oxetan-3-yl)-4-(trifluoromethyl)thiazol-5-yl]pyrimidin-2-amine